C1CCC(CC1)C2=[N+](C=CN2)C3CCCCC3.[Cl-] dicyclohexylimidazolium chloride